N-hexyl-N-phenyl-trifluoroacetamide tungsten (0) [W].C(CCCCC)N(C(C(F)(F)F)=O)C1=CC=CC=C1